2-bromo-6-(1,2-difluoroethyl)pyrazine BrC1=NC(=CN=C1)C(CF)F